N'-(4-chlorophenyl)-3-isopropyl-1-(thiazol-2-yl)-1H-pyrazole-4-carbohydrazide ClC1=CC=C(C=C1)NNC(=O)C=1C(=NN(C1)C=1SC=CN1)C(C)C